C1CCC2=C(C=3CCCC3C=C12)NC(=O)NS(=O)(=O)C=1C=NN2C1OCCC2 N-((1,2,3,5,6,7-hexahydro-s-indacen-4-yl)carbamoyl)-6,7-dihydro-5H-pyrazolo[5,1-b][1,3]oxazine-3-sulfonamide